C1=C2C(=CC=C1)NC=1CCCCCC12 indolocycloheptane